The molecule is a primary alcohol that is cinnamyl alcohol substituted by methoxy groups at positions 3' and 4' respectively. It is a dimethoxybenzene and a primary alcohol. It derives from an (E)-cinnamyl alcohol. COC1=C(C=C(C=C1)/C=C/CO)OC